2-Hydroxy-5-methoxy-3-(5-methoxy-2H-benzo[d][1,2,3]triazol-2-yl)benzyl-methacrylat OC1=C(COC(C(=C)C)=O)C=C(C=C1N1N=C2C(=N1)C=CC(=C2)OC)OC